(5-bromopyrimidin-2-yl)-1,1-difluoropropan-2-ol BrC=1C=NC(=NC1)C(C(C)O)(F)F